C1(=CC=C(C=C1)CC1C(C2(CCC1C2(C)C)CS(=O)(=O)O)=O)CC2C(C1(CCC2C1(C)C)CS(=O)(=O)O)=O 3,3'-(1,4-phenylenedimethylene)bis(7,7-dimethyl-2-oxo-bicyclo[2.2.1]hept-1-ylmethanesulfonic acid)